CC(C(N)(C)C)(CCCCN)C tetra-methylhexane-1,6-diamine